ON=CCC1C(CCCO1)OC 6-(2-(hydroxyimino)ethyl)-5-methoxytetrahydro-2H-pyran